C(=O)(O)[C@H](CCC(=O)O)NC(=O)N[C@@H](CCCCN)C(=O)O N2-{[(1S)-1,3-dicarboxypropyl]carbamoyl}-L-lysine